N-(1-hydroxypropan-2-yl)-2-methyl-5-((2-methylthiazol-5-yl)methoxy)benzofuran-3-carboxamide OCC(C)NC(=O)C1=C(OC2=C1C=C(C=C2)OCC2=CN=C(S2)C)C